4-acetylamino-5-chloro-2,3-dihydrobenzofuran-7-carboxylic acid methyl ester COC(=O)C1=CC(=C(C=2CCOC21)NC(C)=O)Cl